C(=C)[Si](Br)(C=C)C=C trivinyl-bromosilane